C(C)NC(C)C=1N=NC(=CC1)C(F)(F)F N-ethyl-1-(6-(trifluoromethyl)pyridazin-3-yl)ethan-1-amine